heptadecane-9-yl 8-((6-(N-decylsulfamoyl)hexyl)(2-hydroxyethyl)amino)octanoate C(CCCCCCCCC)NS(=O)(=O)CCCCCCN(CCCCCCCC(=O)OC(CCCCCCCC)CCCCCCCC)CCO